N-[2-fluoro-5-[2-(2-hydroxyethoxy)-6-(morpholin-4-yl)pyridin-4-yl]-4-methylphenyl]-1-(trifluoromethyl)-3-azabicyclo[3.2.0]heptane-3-carboxamide FC1=C(C=C(C(=C1)C)C1=CC(=NC(=C1)N1CCOCC1)OCCO)NC(=O)N1CC2(CCC2C1)C(F)(F)F